4-amino-5-bromo-6-(3-chloro-4-fluorophenoxy)nicotinic acid ethyl ester C(C)OC(C1=CN=C(C(=C1N)Br)OC1=CC(=C(C=C1)F)Cl)=O